COC1=NN(C2=CC=C(C=C12)\C(\C)=N/[S@](=O)C(C)(C)C)C (R,Z)-N-(1-(3-methoxy-1-methyl-1H-indazol-5-yl)ethylidene)-2-methylpropane-2-sulfinamide